N1(CC=CC=C1)CCCS(=O)(=O)O 3-(1-pyridinyl)-1-propanesulphonic acid